C(=C)C1(CCC(O1)=O)C 5-vinyldihydro-5-methyl-2(3H)-furanone